FC(F)C1=NNC=C1B1OC(C(O1)(C)C)(C)C (difluoromethyl)-4-(4,4,5,5-tetramethyl-1,3,2-dioxaborolan-2-yl)pyrazole